Ethanthiolat C(C)[S-]